N1CC(C1)OC1=C(C=NC=C1)NCC=1C=C2N=CC=NC2=CC1Cl 4-(Azetidin-3-yloxy)-N-((7-chloroquinoxalin-6-yl)methyl)pyridin-3-amine